C(C)(C)(C)C1=CC=C(C=C1)C1=CC=C(C2=NN(N=C21)CC(C)C)C2=CC=C(C=C2)C(C)(C)C 4,7-bis(4-(tert-butyl)phenyl)-2-isobutyl-2H-benzo[d][1,2,3]triazole